C(C(=C)C)(=O)OCC(CC(C)O[Si](OCC)(OCC)CCCN)O.[N] nitrogen (3-methacryloyloxy-2-hydroxypropyl)-3-aminopropyl-triethoxysilane